Tert-butyl (2-(1,5-dimethyl-1H-indazol-4-yl)ethyl)carbamate CN1N=CC2=C(C(=CC=C12)C)CCNC(OC(C)(C)C)=O